N(C1=CC=CC=C1)C=C(C#N)CC1=CC(=C(C(=C1)OC)OC)OC 3-anilino-2-(3,4,5-trimethoxybenzyl)acrylonitrile